3-((methylsulfonyl)oxy)propane-1,2-diyl distearate C(CCCCCCCCCCCCCCCCC)(=O)OCC(COS(=O)(=O)C)OC(CCCCCCCCCCCCCCCCC)=O